(S)-(5,6-difluoro-1λ2-benzo[d]imidazol-2-yl)(phenyl)methanamine FC1=CC2=C([N]C(=N2)[C@@H](N)C2=CC=CC=C2)C=C1F